(2S)-2-[2-[4-chloro-2-[2-methyl-5-[(3R)-oxolan-3-yl]pyrazol-3-yl]oxyphenyl]pyrimidin-5-yl]-2-fluoroethanamine ClC1=CC(=C(C=C1)C1=NC=C(C=N1)[C@@H](CN)F)OC=1N(N=C(C1)[C@@H]1COCC1)C